mono-menthyl glutarate C(CCCC(=O)[O-])(=O)OC1CC(CCC1C(C)C)C